CC(C=CC(=O)O)C(CCC)C 4,5-dimethyl-2-octenoic acid